[N+](=O)([O-])C1=CN=C(C2=CC=CC=C12)N1[C@H](CCC1)C(=O)OC methyl (4-nitroisoquinolin-1-yl)-D-prolinate